9,9',9'',9'''-(5-cyano-6-(pyridin-3-yl)benzene-1,2,3,4-tetrayl)tetrakis(9H-carbazole-3-carbonitrile) C(#N)C=1C(=C(C(=C(C1C=1C=NC=CC1)N1C2=CC=CC=C2C=2C=C(C=CC12)C#N)N1C2=CC=CC=C2C=2C=C(C=CC12)C#N)N1C2=CC=CC=C2C=2C=C(C=CC12)C#N)N1C2=CC=CC=C2C=2C=C(C=CC12)C#N